4,4'-dihydroxybiphenyl sulphide OC1=CC2C(C=C1)(C1=CC=C(C=C1)O)S2